3-methoxy-4-(8,9,10,11-tetrahydro-3H-pyrazolo[4,3-a]phenanthridin-7-yl)phenol COC=1C=C(C=CC1C1=NC2=CC=C3C(=C2C=2CCCCC12)C=NN3)O